N1[C@H](CCCC1)C(=O)O (R)-piperidine-2-carboxylic acid